NC1=CC=NC(=C1C=O)C 4-amino-2-methylnicotinaldehyde